5-(2-ethylphenyl)spiro[indene-1,3'-pyrrolidine]-3,5'(2H)-dione C(C)C1=C(C=CC=C1)C=1C=C2C(CC3(CNC(C3)=O)C2=CC1)=O